ethyl (11Z,14Z)-2-cyano-2-((9Z,12Z)-octadeca-9,12-dien-1-yl)icosa-11,14-dienoate C(#N)C(C(=O)OCC)(CCCCCCCC\C=C/C\C=C/CCCCC)CCCCCCCC\C=C/C\C=C/CCCCC